C(#N)C=1C=CC=C2C(N(C(=NC12)C(C)C)NC(C(C)C1=CC(=CC=C1)F)=O)=O N-(8-Cyano-2-isopropyl-4-oxo-4H-quinazolin-3-yl)-2-(3-fluoro-phenyl)-propionamide